CN1C(C=2N(CC(C1)C1=NNC=C1)N=C1C2CN(CC1)C(=O)OC(C)(C)C)=O tert-Butyl 10-methyl-11-oxo-8-(1H-pyrazol-3-yl)-3,4,8,9,10,11-hexahydro-1H-pyrido[4',3':3,4]pyrazolo[1,5-a][1,4]diazepine-2(7H)-carboxylate